2-[(2S)-2-(2-fluoro-3-methylphenyl)-2-(1H-imidazol-4-yl)ethyl]-6-methoxypyridine FC1=C(C=CC=C1C)[C@H](CC1=NC(=CC=C1)OC)C=1N=CNC1